BrCC#CC 1-bromo-2-butyne